CCCC(CC)OBr 4-n-hexyloxybromine